1-(4-chloro-1-(tetrahydro-2H-pyran-2-yl)-6-(trifluoromethyl)-1H-indazol-5-yl)cyclopropan-1-ol ClC1=C2C=NN(C2=CC(=C1C1(CC1)O)C(F)(F)F)C1OCCCC1